(phenanthrenyl(benzochrysenyl))binaphthalene C1(=CC=CC=2C3=CC=CC=C3C=CC12)C=1C=CC2=C(C3=C4C=CC=CC4=CC=C3C=3C=CC=CC23)C1C1=C(C2=CC=CC=C2C=C1)C1=CC=CC2=CC=CC=C12